(R)-N,2-dimethyl-N-((1S)-2,2,2-trifluoro-1-(6-(2-fluoro-8,8-dimethyl-7,8-dihydro-6H-cyclopenta[e]pyrazolo[1,5-a]pyrimidin-6-yl)pyridin-3-yl)ethyl)propane-2-sulfinamide CN([S@](=O)C(C)(C)C)[C@H](C(F)(F)F)C=1C=NC(=CC1)C1CC(C2=C1C=NC=1N2N=C(C1)F)(C)C